(S)-2-(2-((1-(5,6-diphenylpyrazin-2-yl)-azetidin-3-yl)methoxy)ethoxy)acetic acid C1(=CC=CC=C1)C=1N=CC(=NC1C1=CC=CC=C1)N1CC(C1)COCCOCC(=O)O